N[C@H](C(=O)N[C@@H]1C[C@@](NC1)(C(=O)O)CCCCB(O)O)C(C)(C)C (2r,4r)-4-((S)-2-amino-3,3-dimethylbutyramido)-2-(4-dihydroxyboryl-butyl)pyrrolidine-2-carboxylic acid